dibutyltin dibutanoate C(CCC)(=O)[O-].C(CCC)(=O)[O-].C(CCC)[Sn+2]CCCC